CNC(=O)N(C(=O)N)C N,N'-dimethylbiuret